N-(6-(2H-1,2,3-triazol-2-yl)-5-(trifluoromethyl)pyridin-3-yl)-4-(cyclopent-1-en-1-yl)-2-methylbenzamide N=1N(N=CC1)C1=C(C=C(C=N1)NC(C1=C(C=C(C=C1)C1=CCCC1)C)=O)C(F)(F)F